C(N)(=O)C=1C=C2C(=NC1)C=NN2C[C@@H]2CC[C@H](CC2)C(=O)O trans-4-[(6-carbamoylpyrazolo[4,3-b]pyridin-1-yl)methyl]cyclohexanecarboxylic acid